(1s,4s)-4-(2-(2-oxaspiro[3.3]heptan-6-ylamino)-8-(2,6-dichloro-4-cyanophenylamino)-9H-purin-9-yl)cyclohexanecarboxamide C1OCC12CC(C2)NC2=NC=C1N=C(N(C1=N2)C2CCC(CC2)C(=O)N)NC2=C(C=C(C=C2Cl)C#N)Cl